COC1=C2C(C=C(OC2=CC(=C1OC)OC)C1=CC=C(C=C1)OC)=O 5,6,7-trimethoxy-2-(4-methoxyphenyl)-4H-chromen-4-one